dibutyl-2,2'-bipyridine C(CCC)C1=C(C(=NC=C1)C1=NC=CC=C1)CCCC